COC[C@@H](CO[C@H]1C(N(CC1)C1CCN(CC1)C1=NC=C(C=N1)C(F)(F)F)=O)OC1=C(C(NN=C1)=O)C(F)(F)F 5-(((S)-1-methoxy-3-(((R)-2-oxo-1-(1-(5-(trifluoromethyl)pyrimidin-2-yl)piperidin-4-yl)pyrrolidin-3-yl)oxy)propan-2-yl)oxy)-4-(trifluoromethyl)pyridazin-3(2H)-one